1,2-benzoxazol-5-amine O1N=CC2=C1C=CC(=C2)N